C(C)C1=C(C(=NN1)C(=O)O)[N+](=O)[O-] 5-ethyl-4-nitro-1H-pyrazole-3-carboxylic acid